N-(4-((S*)-2-(6-ethoxypyridin-3-yl)propyl)-6-(((R)-1-hydroxy-4-methylpentan-2-yl)amino)-1,3,5-triazin-2-yl)methanesulfonamide C(C)OC1=CC=C(C=N1)[C@H](CC1=NC(=NC(=N1)N[C@@H](CO)CC(C)C)NS(=O)(=O)C)C |o1:9|